C(C=C)(=O)N1[C@@H](CC[C@@H]1C)C#CC=1C=NC=CC1N1C=C(C=2C(NCCC21)=O)NC2=C(C(=CC=C2)F)OC (3-(((2S,5S)-1-acryloyl-5-methylpyrrolidin-2-yl)ethynyl)pyridin-4-yl)-3-((3-fluoro-2-methoxyphenyl)amino)-1,5,6,7-tetrahydro-4H-pyrrolo[3,2-c]pyridin-4-one